OCC1OC(CN(C1)P(OCC1CN(CC(O1)N1C(=O)N=C(NC(C2=CC=CC=C2)=O)C=C1)C(C1=CC=CC=C1)(C1=CC=CC=C1)C1=CC=CC=C1)(=O)N(C)C)N1C=2N=C(NC(C2N=C1)=O)NC(C(C)C)=O (6-(N4-Benzoylcytosine-1-Yl)-4-Tritylmorpholin-2-Yl)Methyl P-(2-(Hydroxymethyl)-6-(N2-Isobutyrylguanine-9-Yl)Morpholino)-N,N-Dimethylphosphonoamidate